(1S,3S)-3-((6-(5-(((5-Cyclopropyl-1,2,4-thiadiazol-3-yl)amino)methyl)-1-methyl-1H-1,2,3-triazol-4-yl)-2-methylpyridin-3-yl)oxy)cyclohexane-1-carboxylic acid C1(CC1)C1=NC(=NS1)NCC1=C(N=NN1C)C1=CC=C(C(=N1)C)O[C@@H]1C[C@H](CCC1)C(=O)O